[2-[[4-[1-(2-trimethylsilylethoxymethyl)pyrrolo[2,3-b]pyridin-5-yl]triazol-1-yl]methyl]imidazo[1,2-a]pyridin-6-yl]methanol C[Si](CCOCN1C=CC=2C1=NC=C(C2)C=2N=NN(C2)CC=2N=C1N(C=C(C=C1)CO)C2)(C)C